1-(2,2-difluoro-2-(pyrimidin-2-yl)acetyl)-1,8-diazaspiro[4.5]decane-8-carboxylic acid FC(C(=O)N1CCCC12CCN(CC2)C(=O)O)(C2=NC=CC=N2)F